3-ethynyl-2-(hydroxymethyl)tetrahydrofuran-3,4-diol C(#C)C1(C(OCC1O)CO)O